C(C1=CC=CC=C1)N(C(OC(C)(C)C)=O)C1=NC(=NN2C1=CC=C2C2CCOCC2)N2C(=CC1=C(C=CC=C21)C#N)C tert-butyl benzyl(2-(4-cyano-2-methyl-1H-indol-1-yl)-7-(tetrahydro-2H-pyran-4-yl)pyrrolo[2,1-f][1,2,4]triazin-4-yl)carbamate